ClC=1C=C(C=CC1)NC(=O)N[C@H](C)C1=CC=CC2=CC=CC=C12 (R)-1-(3-chlorophenyl)-3-(1-(naphthalen-1-yl)ethyl)urea